6-bromo-2-chloro-3-(methoxycarbonyl)benzoic acid BrC1=CC=C(C(=C1C(=O)O)Cl)C(=O)OC